CC1(COP(=S)(OC1)OP2(=S)OCC(CO2)(C)C)C 2,2'-oxybis[5,5-dimethyl-1,3,2-dioxaphosphorinane] 2,2'-disulphide